C(#N)N1C[C@H](CC1)CC(=O)NC1=CC(=NO1)C1=CC(=CC=C1)OC(F)(F)F (R)-2-(1-cyanopyrrolidin-3-yl)-N-(3-(3-(trifluoromethoxy)phenyl)isoxazol-5-yl)acetamide